(2R,4R)-N-((S)-1-(((7-chloro-1H-benzo[d]imidazol-5-yl)methyl)amino)-1-oxopropan-2-yl)-4-phenylpyrrolidine-2-carboxamide trifluoroacetate FC(C(=O)O)(F)F.ClC1=CC(=CC2=C1NC=N2)CNC([C@H](C)NC(=O)[C@@H]2NC[C@H](C2)C2=CC=CC=C2)=O